1-(4-nitrophenyl)-5-(p-tolyl)-3-(trifluoromethyl)-1H-pyrazole-4-carbonitrile [N+](=O)([O-])C1=CC=C(C=C1)N1N=C(C(=C1C1=CC=C(C=C1)C)C#N)C(F)(F)F